C(C)(C)OC(C1=CC=CC=C1)[Si](Cl)(Cl)Cl i-propoxybenzyl-trichlorosilane